2-[3-(5-fluoro-6-methyl-2-pyridyl)-1H-pyrazol-4-yl]-7-(5,6,7,8-tetrahydroimidazo[1,2-a]pyrimidin-3-yl)-1,5-naphthyridine FC=1C=CC(=NC1C)C1=NNC=C1C1=NC2=CC(=CN=C2C=C1)C1=CN=C2N1CCCN2